5-(3-bromo-2-chloro-5-fluoroisonicotinamido)-3-methyl-1H-pyrazole-1-carboxylic acid tert-butyl ester C(C)(C)(C)OC(=O)N1N=C(C=C1NC(C1=C(C(=NC=C1F)Cl)Br)=O)C